C1=CC=CC2=C3C(=C4C=5C=CC=CC5CC4=C21)C=CC=C3 dibenzofluorene